COCCOCCOCCOCCO TETRAETHYLENE GLYCOL MONOMETHYL ETHER